(R)-N-[(1S)-1-(5-chloropyridin-3-yl)but-3-en-1-yl]-2-methylpropan-2-sulfinamide ClC=1C=C(C=NC1)[C@H](CC=C)N[S@](=O)C(C)(C)C